3-(Hydroxymethyl)-4-(4-(2-((1-(methylsulfonyl)piperidin-4-yl)amino)-5-(trifluoromethyl)pyrimidin-4-yl)-1H-imidazol-1-yl)benzonitrile OCC=1C=C(C#N)C=CC1N1C=NC(=C1)C1=NC(=NC=C1C(F)(F)F)NC1CCN(CC1)S(=O)(=O)C